1-(2,3-bis(2-methoxyphenyl)quinolin-6-yl)-3-(2-hydroxybutyl)urea COC1=C(C=CC=C1)C1=NC2=CC=C(C=C2C=C1C1=C(C=CC=C1)OC)NC(=O)NCC(CC)O